1-(2-(5-(difluoromethyl)-3-methyl-1H-pyrazol-1-yl)-4-nitrophenyl)ethan-1-one FC(C1=CC(=NN1C1=C(C=CC(=C1)[N+](=O)[O-])C(C)=O)C)F